Methyl 4-[4-amino-3-(difluoromethyl)pyrazol-1-yl]cyclohexanecarboxylate NC=1C(=NN(C1)C1CCC(CC1)C(=O)OC)C(F)F